5-{5-(2-Chloropyrimidin-4-yl)-4-[3-(2,5-difluorobenzenesulfonylamino)-2-fluorophenyl]-thiazol-2-yl}-2,2-dimethylmorpholine-4-carboxylic acid tert-butyl ester C(C)(C)(C)OC(=O)N1CC(OCC1C=1SC(=C(N1)C1=C(C(=CC=C1)NS(=O)(=O)C1=C(C=CC(=C1)F)F)F)C1=NC(=NC=C1)Cl)(C)C